BrCC=1C=C(C=CC1)CCO 2-(3-(bromomethyl)phenyl)ethane-1-ol